(Z)-3-(4-ethoxypyridin-3-yl)-2-(5-methoxy-1H-indol-3-yl)acrylonitrile C(C)OC1=C(C=NC=C1)\C=C(/C#N)\C1=CNC2=CC=C(C=C12)OC